ClC=1C=CC(=C(C1)[N+]#[C-])F 5-CHLORO-2-FLUOROPHENYLISOCYANIDE